FC(OC1=CC2=C(N=C(S2)N2CCCC2)C=C1)(F)F (S)-N-(6-trifluoromethoxy-benzthiazol-2-yl)-pyrrolidine